3,3'-dimethyl-5,5'-diaminobiphenyl CC=1C=C(C=C(C1)N)C1=CC(=CC(=C1)N)C